FC=1C=C(C=CC1F)N1C(=NC=2N(C(N(C(C12)=O)CCCO)=O)C(C)C)C1(CCC(CC1)(F)F)F 7-(3,4-difluorophenyl)-1-(3-hydroxypropyl)-3-isopropyl-8-(1,4,4-trifluorocyclohexyl)-3,7-dihydro-1H-purine-2,6-dione